thieno[3,2-b]Pyridin-5(4H)-one S1C=CC=2NC(C=CC21)=O